N=1C=NN2C1C=C(C=C2)OC2=C(C=C(C=C2)NC2=NC=NN1C2=C(C(=C1)F)C1CCN(CC1)C(\C=C\CN(C)C)=O)C (E)-1-(4-(4-((4-([1,2,4]triazolo[1,5-a]pyridin-7-yloxy)-3-methylphenyl)amino)-6-fluoropyrrolo[2,1-f][1,2,4]triazin-5-yl)piperidin-1-yl)-4-(dimethylamino)but-2-en-1-one